C(C)(=O)OC1C=CC2C3CCC(C12)C3 3A,4,5,6,7,7A-hexahydro-4,7-methylene-1H-indenol acetate